3-([1,2,4]triazolo[1,5-a]pyridin-6-yl)-6-(4-methoxyphenyl)-2-(6-methylpyridin-2-yl)-5,6-dihydro-2H-pyrazolo[3,4-c]pyridin-7(4H)-one N=1C=NN2C1C=CC(=C2)C=2N(N=C1C(N(CCC12)C1=CC=C(C=C1)OC)=O)C1=NC(=CC=C1)C